[Cl-].C(CCC)OC(CCCCCCCC[P+](C1=CC=CC=C1)(C1=CC=CC=C1)C1=CC=CC=C1)OCCCC 9,9-dibutoxynonyltriphenyl-phosphonium chloride